N=S1(CCN(CC1)C1=NC=C(C=N1)NC(=O)N)=O 1-[2-(1-imino-1-oxo-1lambda6-thiomorpholin-4-yl)pyrimidin-5-yl]Urea